C(C)(=O)C1=CC=C(C=C1)NC(=O)N1CCC(CC1)NC1=NC(=NC=C1C)NC1=CC=C(C=C1)N1CCOCC1 N-(4-acetylphenyl)-4-[(5-methyl-2-{[4-(morpholin-4-yl)phenyl]amino}pyrimidin-4-yl)amino]piperidine-1-carboxamide